5-benzyloxyfuro[2,3-c]pyridine-3-carboxylate C(C1=CC=CC=C1)OC=1C=C2C(=CN1)OC=C2C(=O)[O-]